C(C)(C)(C)OC(N[C@@H](C)CCC(=O)NNC(=O)C1=NC(=CC=C1)Br)=O Tert-butyl{(2S)-5-[2-(6-bromopyridine-2-carbonyl)hydrazinyl]-5-oxopentan-2-yl}carbamate